copper silver zinc tin germanium sulfur [S].[Ge].[Sn].[Zn].[Ag].[Cu]